(4Z)-4-(1,3-benzothiazol-6-ylmethylene)-2-[(3-hydroxy-1-adamantyl)amino]-1H-imidazol-5-one S1C=NC2=C1C=C(C=C2)\C=C\2/N=C(NC2=O)NC21CC3(CC(CC(C2)C3)C1)O